N-(3,4-dichlorobenzyl)-1-(tetrahydro-2H-pyran-4-yl)methanamine ClC=1C=C(CNCC2CCOCC2)C=CC1Cl